1-(3-(4-(2-(2,6-Dichlorophenyl)-3-methylimidazo[2,1-f][1,6]naphthyridin-9-yl)phenyl)azetidin-1-yl)ethan-1-one ClC1=C(C(=CC=C1)Cl)C=1N=C2C=3C=C(C=NC3C=CN2C1C)C1=CC=C(C=C1)C1CN(C1)C(C)=O